2-(5-aminomethylfuran-2-yl)-2-(5-aminomethyltetra-hydrofuran-2-yl)propane NCC1=CC=C(O1)C(C)(C)C1OC(CC1)CN